(E)-2,4,6-trifluoro-N-(2-methoxy-5-(4-(1-(4-oxopent-2-enoyl)-1,2,3,6-tetrahydropyridin-4-yl)pyrido[3,2-d]pyrimidin-6-yl)pyridin-3-yl)benzenesulfonamide FC1=C(C(=CC(=C1)F)F)S(=O)(=O)NC=1C(=NC=C(C1)C=1C=CC=2N=CN=C(C2N1)C=1CCN(CC1)C(\C=C\C(C)=O)=O)OC